OC[C@H]1[C@H](CN(CC1)C1=NC(=NC(=C1)C1=CC=C(C=C1)C(F)(F)F)C=1C=NC=CC1)O (3R,4S)-4-(hydroxymethyl)-1-(2-(pyridin-3-yl)-6-(4-(trifluoromethyl)phenyl)pyrimidin-4-yl)piperidin-3-ol